8-chloro-5-((2-(2-((6-fluoro-1H-benzo[d]imidazol-5-yl)amino)ethyl)-2-azaspiro[3.3]heptan-6-yl)oxy)-2-methylisoquinolin-1(2H)-one ClC=1C=CC(=C2C=CN(C(C12)=O)C)OC1CC2(CN(C2)CCNC2=CC3=C(NC=N3)C=C2F)C1